CC=1N(C=C[N+]1C)CC methyl-1-ethyl-3-methylimidazolium